2-(2-methylene-3-butenyl)furan C=C(CC=1OC=CC1)C=C